2,6-di-tertiary butyl-4-bromoanisole C(C)(C)(C)C1=C(C(=CC(=C1)Br)C(C)(C)C)OC